3-(4-methylthiazol-yl)-2-phenyl-6-(3-phenylpropoxy)-1H-inden-1-one CC=1N=C(SC1)C1=C(C(C2=CC(=CC=C12)OCCCC1=CC=CC=C1)=O)C1=CC=CC=C1